OC1=C2C(=NC=C1)NC=C2C=O 4-HYDROXY-1H-PYRROLO[2,3-B]PYRIDINE-3-CARBALDEHYDE